BrC1=C(C(N(C=C1)C)=O)OC1=C(C=CC=C1Cl)Cl 4-bromo-3-(2,6-dichlorophenoxy)-1-methylpyridin-2(1H)-one